NC=1C=2N(C=C(N1)C=1C(=C(C=CC1)CO)F)C(=CN2)C2=C(C=CC(=C2)S(=O)(=O)C)C (3-(8-Amino-3-(2-methyl-5-(methylsulfonyl)phenyl)imidazo[1,2-a]pyrazin-6-yl)-2-fluorophenyl)methanol